ClC1=C(C=CC(=C1)OCC=1C(=NOC1C1CC1)C1=C(C=CC=C1)OC(F)(F)F)C1CC(=NO1)C1=CC(=NN1C(C)C)C(=O)OC methyl 5-(5-(2-chloro-4-((5-cyclopropyl-3-(2-(trifluoromethoxy) phenyl) isoxazol-4-yl) methoxy) phenyl)-4,5-dihydroisoxazol-3-yl)-1-isopropyl-1H-pyrazole-3-carboxylate